C(C)(C)(C)OC(=O)N1CCC(CC1)N1N=CC(=C1)NC1=NC(=NC=C1C(F)(F)F)Cl 4-(4-((2-chloro-5-(trifluoromethyl)pyrimidin-4-yl)amino)-1H-pyrazol-1-yl)piperidine-1-carboxylic acid tert-butyl ester